NC1=C(C(N(C2=NC(=CC=C12)Br)C=1C=NC(=CC1C)N)=O)C(=O)OC methyl 4-amino-1-(6-amino-4-methylpyridin-3-yl)-7-bromo-2-oxo-1,2-dihydro-1,8-naphthyridine-3-carboxylate